(S)-1'-(6-((2-amino-5-chloropyridin-4-yl)thio)pyrido[2,3-b]pyrazin-2-yl)-5,7-dihydrospiro[cyclopenta[b]pyridin-6,4'-piperidin]-5-amine NC1=NC=C(C(=C1)SC=1C=CC=2C(=NC=C(N2)N2CCC3(CC2)[C@@H](C=2C(=NC=CC2)C3)N)N1)Cl